2,9-dimethyl-1,9-decanediol CC(CO)CCCCCCC(C)(O)C